2,4,5,6-tetra(9H-carbazole-9-yl)isophthalonitrile C1=CC=CC=2C3=CC=CC=C3N(C12)C1=C(C#N)C(=C(C(=C1C#N)N1C2=CC=CC=C2C=2C=CC=CC12)N1C2=CC=CC=C2C=2C=CC=CC12)N1C2=CC=CC=C2C=2C=CC=CC12